C(C1=CC=CC=C1)N1CCC(CC1)C(C(=O)N)CC1=NN=C2N1N=C(C=C2)N2CCN(CC2)C (1-benzylpiperidin-4-yl)-3-[6-(4-methylpiperazin-1-yl)-[1,2,4]triazolo[4,3-b]pyridazin-3-yl]propanamide